OCCN1CN(CN(C1)CCO)CCO 1,3,5-Tris(2-hydroxyethyl)hexahydro-1,3,5-triazine